C(C(=C)C)(=O)OCCC(C(=O)O)CC(=O)O 2-methacryloyl-oxyethyl-succinic acid